C[C@@H](CCC)O (S)-2-pentanol